OC[C@@H]1C[C@H](CN1C)OC1CCN(CC1)C(=O)OCC[Si](C)(C)C 2-trimethylsilylethyl 4-[(3R,5S)-5-(hydroxymethyl)-1-methyl-pyrrolidin-3-yl]oxypiperidine-1-carboxylate